lithium naphtholate C1(=CC=CC2=CC=CC=C12)[O-].[Li+]